FC=1C(=NC(=C(C1)F)N)N1C=C(C(C2=CC(=C(C=C12)N1CCC2(CCCC2)CC1)F)=O)C(=O)O 1-(3,5-difluoro-6-amino-2-pyridinyl)-6-fluoro-1,4-dihydro-7-(8-azaspiro[4.5]dec-8-yl)-4-oxo-3-quinolinecarboxylic acid